trimethoxy(trifluoromethylpropyl)silane CO[Si](C(CC)C(F)(F)F)(OC)OC